(R)-1-(1-(2-(1H-tetrazol-1-yl)acetyl)piperidin-3-yl)-3-((5-chloro-1H-indol-2-yl)methyl)-1-methylurea N1(N=NN=C1)CC(=O)N1C[C@@H](CCC1)N(C(=O)NCC=1NC2=CC=C(C=C2C1)Cl)C